tert-butyl (1R,5R)-6-(3-amino-7-bromo-8-fluoro-1,6-naphthyridin-4-yl)-2,6-diazabicyclo[3.2.0]heptane-2-carboxylate NC=1C=NC2=C(C(=NC=C2C1N1[C@@H]2CCN([C@@H]2C1)C(=O)OC(C)(C)C)Br)F